N-(4-{[5-amino-6-fluoro-7-(8-methyl-2,3-dihydro-1H-pyrido[2,3-b][1,4]oxazin-7-yl)quinazolin-2-yl]amino}phenyl)acetamide NC1=C2C=NC(=NC2=CC(=C1F)C1=C(C2=C(OCCN2)N=C1)C)NC1=CC=C(C=C1)NC(C)=O